(3-methylazetidin-3-yl)morpholine CC1(CNC1)N1CCOCC1